2-[4-(4-methoxyphenyl)-2-oxochromen-7-yl]oxyacetamide COC1=CC=C(C=C1)C1=CC(OC2=CC(=CC=C12)OCC(=O)N)=O